N1(CCC1)C(C)C1=CC=C(C=C1)NC1=NC=C(C(=N1)NC=1C=CC2=C(NC(O2)=O)C1)C 5-(2-(4-(1-(azetidin-1-yl)ethyl)phenylamino)-5-methylpyrimidin-4-ylamino)benzo[d]oxazol-2(3H)-one